amino-4-(2-methoxypyridin-4-yl)-3-methyl-1H-pyrrole-2-carboxylic acid ethyl ester C(C)OC(=O)C=1N(C=C(C1C)C1=CC(=NC=C1)OC)N